N,N'-bis(3-tert-butylsalicylidene)-1,2-cyclohexanediamine C(C)(C)(C)C1=C(C(C=NC2C(CCCC2)N=CC=2C(O)=C(C=CC2)C(C)(C)C)=CC=C1)O